osmium-lead [Pb].[Os]